(isopropyl)(trimethylgermanium) C(C)(C)[Ge](C)(C)C